ClCC(=O)NC=1C=C(C=CC1)S(=O)(=O)NC(=O)C=1C=C(C(=O)O)C=CN1 2-(((3-(2-chloroacetamido)phenyl)sulfonyl)carbamoyl)isonicotinic acid